5-(tert-butyl)-N-(2-(difluoromethyl)-4-(pyrrolo[2,1-f][1,2,4]triazin-4-yl)benzyl)-1,2,4-oxadiazole-3-carboxamide C(C)(C)(C)C1=NC(=NO1)C(=O)NCC1=C(C=C(C=C1)C1=NC=NN2C1=CC=C2)C(F)F